FC1=C(N=CC2=C1N=C(N=C2N2CC1CCC(C2)O1)OC[C@]12CCCN2C[C@@H](C1)F)C=1C(=NC2=CC=C(C=C2C1)C)O [8-fluoro-2-{[(2R,7aS)-2-fluorotetrahydro-1H-pyrrolizin-7a(5H)yl]methoxy}-4-(8-oxa-3-azabicyclo[3.2.1]octan-3-yl)pyrido[4,3-d]pyrimidin-7-yl]-6-methylquinolin-2-ol